CC(C#N)(C)NC1=NC(=NO1)C=1C(=CC2=C(N(C([C@H](CS2(=O)=O)N)=O)CC2=CC=C(C=C2)Cl)C1)F 2-methyl-2-[[3-[(3R)-3-amino-5-[(4-chlorophenyl)methyl]-8-fluoro-1,1,4-trioxo-2,3-dihydro-1λ6,5-benzothiazepin-7-yl]-1,2,4-oxadiazol-5-yl]amino]propanenitrile